C(C)OC(=O)C=1N=C(OC1C1=C(C=CC=C1)[N+](=O)[O-])C1=CC=C(C=C1)C#N 2-(4-cyanophenyl)-5-(2-nitrophenyl)Oxazole-4-carboxylic acid ethyl ester